chloro-N-(4'-cyclopropyl-[1,1'-biphenyl]-3-yl)-1-(difluoromethyl)-N-methyl-[1,2,4]triazolo[4,3-a]quinazolin-5-amine ClC1=C2C(=NC=3N(C2=CC=C1)C(=NN3)C(F)F)N(C)C=3C=C(C=CC3)C3=CC=C(C=C3)C3CC3